ClC1=C2C=CC(=NC2=C(C=C1)C(=O)NC=1C=C(C=2N(C1)C=C(N2)C)F)OCCOC 5-chloro-N-{8-fluoro-2-methylimidazo[1,2-a]pyridin-6-yl}-2-(2-methoxyethoxy)quinoline-8-carboxamide